COC1=CC=CC(=N1)N1N=CC(=C1)CC(=O)O [1-(6-methoxypyridin-2-yl)pyrazol-4-yl]acetic acid